2-(1,3-dimethyl-2,6-dioxo-2,3-dihydro-1H-purin-7(6H)-yl)-N-(2-methoxybiphenyl-4-yl)acetamide CN1C(N(C=2N=CN(C2C1=O)CC(=O)NC1=CC(=C(C=C1)C1=CC=CC=C1)OC)C)=O